(E)-N-(2-(3-(hydroxyamino)-3-oxoprop-1-en-1-yl)phenyl)-2-(p-tolylthio)nicotinamide ONC(/C=C/C1=C(C=CC=C1)NC(C1=C(N=CC=C1)SC1=CC=C(C=C1)C)=O)=O